2-(methylsulfonyl)-8,8a,9,10,11,12-hexahydro-7-oxa-1,3,6,12a-tetraazabenzo[4,5]cyclohepta[1,2,3-de]naphthalene CS(=O)(=O)C=1N=C2C=3C(=NC=CC3N1)OCC1N2CCCC1